C(C)(=O)C1=CN=C(O1)C=1C(=C2C(=NC1)NC=C2)NC2CC(C2)NS(=O)(=O)C2=CC(=CC=C2)C#N N-((1s,3s)-3-((5-(5-acetyloxazol-2-yl)-1H-pyrrolo[2,3-b]pyridin-4-yl)amino)cyclobutyl)-3-cyanobenzenesulfonamide